4-(((1S)-1-(4-chloro-8-(1,2-dihydroxy-2-phenylethyl)-1-oxo-2-phenyl-1,2-dihydroisoquinolin-3-yl)ethyl)amino)pyrido[2,3-d]pyrimidin-5(8H)-one ClC1=C(N(C(C2=C(C=CC=C12)C(C(C1=CC=CC=C1)O)O)=O)C1=CC=CC=C1)[C@H](C)NC=1C2=C(N=CN1)NC=CC2=O